[Si](C1=CC=CC=C1)(C1=CC=CC=C1)(C(C)(C)C)O[C@@H](CC(=O)N(C)OC)CN(C)CCOC (S)-3-((tert-butyldiphenylsilyl)oxy)-N-methoxy-4-((2-methoxyethyl)(methyl)amino)-N-methylbutanamide